C1(C#CCCCCC1)OCC(=O)NCC(=O)NCC(=O)O 2-{2-[2-(Cyclooct-2-yn-1-yloxy)acetamido]acetamido}acetic acid